C1(=CC=CC=C1)N1N=CC(=C1)C=1SC=C(N1)C(=O)N1[C@H](CCC1)C(=O)O (2R)-1-[2-(1-phenyl-1H-pyrazol-4-yl)-1,3-thiazole-4-carbonyl]pyrrolidine-2-carboxylic acid